FC(C1=CC(=C(S1)C(=O)OC)C1CCN(CC1)C(=O)OC(C)(C)C)F tert-butyl 4-(5-(difluoromethyl)-2-(methoxycarbonyl)thiophen-3-yl)piperidine-1-carboxylate